N-{6-ethoxy-7-methoxy-1H,2H,3H-cyclopenta[b]quinolin-9-yl}-1-ethylpiperidin-4-amine C(C)OC=1C(=CC=2C(=C3C(=NC2C1)CCC3)NC3CCN(CC3)CC)OC